barium silicate aluminum salt [Al+3].[Si]([O-])([O-])([O-])[O-].[Ba+2]